3-((5-cyano-3-methylpyridin-2-yl)oxy)-2,2-dimethyl-N-(1-methylpiperidin-4-yl)propanamide C(#N)C=1C=C(C(=NC1)OCC(C(=O)NC1CCN(CC1)C)(C)C)C